[Cu+].C(C)#N.C(C)#N.C(C)#N.C(C)#N tetrakisacetonitrile copper (I)